2-((2-(2-(1H-tetrazol-5-yl)phenyl)-6-(benzyl(isobutyl)amino)pyridin-4-yl)amino)nicotinonitrile N1N=NN=C1C1=C(C=CC=C1)C1=NC(=CC(=C1)NC1=C(C#N)C=CC=N1)N(CC(C)C)CC1=CC=CC=C1